N-(3-(4-(dimethylamino)benzamido)phenyl)-4-(pyrimidin-2-yl)piperazine-1-carboxamide CN(C1=CC=C(C(=O)NC=2C=C(C=CC2)NC(=O)N2CCN(CC2)C2=NC=CC=N2)C=C1)C